C(C)OC(=O)C=1N=CN(C1)[C@@H](C)C1=NC=CC=C1 1-[(1S)-1-(2-pyridinyl)ethyl]-1H-imidazole-4-carboxylic acid ethyl ester